FC1=C(C=CC(=C1)[C@@H]1CC[C@H](CC1)CCC)C1=CC=C(C=C1)[C@@H]1CC[C@H](CC1)CCC 2-Fluoro-4,4'-bis(trans-4-propylcyclohexyl)-biphenyl